N'-(((S)-3-methyl-1,2,3,5,6,7-hexahydro-s-indacen-4-yl)carbamoyl)-2,3-dihydropyrazolo[5,1-b]oxazole-7-sulfonimidamide C[C@H]1CCC2=CC=3CCCC3C(=C12)NC(=O)N=S(=O)(N)C=1C=NN2C1OCC2